FC1=CC=C(C=C1)C=1C=C2C(=NC=NC2=CC1)N(C(C)C1=NC(=NO1)C)C 6-(4-fluorophenyl)-N-methyl-N-(1-(3-methyl-1,2,4-oxadiazol-5-yl)ethyl)quinazolin-4-amine